3-methyl-N-(4-methyl-1,1-dioxidotetrahydro-2H-thiopyran-4-yl)-3H-imidazo[4,5-b]pyridine-2-carboxamide CN1C(=NC=2C1=NC=CC2)C(=O)NC2(CCS(CC2)(=O)=O)C